(1r,3r)-3-{4-amino-3-[5-cyclopropyl-4-(pyridin-2-yl)-1,2-oxazol-3-yl]-1H-pyrazolo[3,4-d]pyrimidin-1-yl}-N-(4-{[4-(2,6-dioxopiperidin-3-yl)phenyl]amino}butyl)cyclobutane-1-carboxamide NC1=C2C(=NC=N1)N(N=C2C2=NOC(=C2C2=NC=CC=C2)C2CC2)C2CC(C2)C(=O)NCCCCNC2=CC=C(C=C2)[C@@H]2C(NC(CC2)=O)=O